(R)-N-(4-(3-(2,6-dimethylpyridin-4-yl)phenyl)thiazol-2-yl)-1-(1-(methylsulfonyl)-1H-pyrrole-3-carbonyl)azetidine-2-carboxamide CC1=NC(=CC(=C1)C=1C=C(C=CC1)C=1N=C(SC1)NC(=O)[C@@H]1N(CC1)C(=O)C1=CN(C=C1)S(=O)(=O)C)C